1-(2-Methyl-5-(4-((4-methylpiperazin-1-yl)methyl)benzyloxy)phenyl)thiourea CC1=C(C=C(C=C1)OCC1=CC=C(C=C1)CN1CCN(CC1)C)NC(=S)N